2,3,5,6-tetrafluorophenyl 4-[18F]fluoro-2,3,5,6-tetrafluorobenzoate [18F]C1=C(C(=C(C(=O)OC2=C(C(=CC(=C2F)F)F)F)C(=C1F)F)F)F